CN1C(=NN=C1)S[C@H](C)C1=CC(=CC=C1)[N+](=O)[O-] (R)-4-methyl-3-(1-(3-nitrophenyl)ethylthio)-4H-1,2,4-triazole